N-{2-[(2R)-1-methylpiperidin-2-yl]-1H-pyrrolo[3,2-c]pyridin-6-yl}-4-(1H-pyrazol-4-yl)benzamide CN1[C@H](CCCC1)C1=CC=2C=NC(=CC2N1)NC(C1=CC=C(C=C1)C=1C=NNC1)=O